N-(perfluorophenyl)acetamide Naphthalen-2-ylmethyl-(S)-spiro[2.2]pentane-1-carboxylate C1=C(C=CC2=CC=CC=C12)COC(=O)[C@H]1CC12CC2.FC2=C(C(=C(C(=C2F)F)F)F)NC(C)=O